CC1N(CCSC1)C(=O)OC1CCN(CC1)C1=CC(=C2C(=N1)C(=CS2)C(NC)=O)C(F)(F)F [1-[3-(methylcarbamoyl)-7-(trifluoromethyl) thieno[3,2-b]pyridin-5-yl]-4-piperidinyl] 3-methylthiomorpholine-4-carboxylate